NCCN(C)CC1=NN2C(CN(CC2)C(C(C)C)=O)=C1C1CCC(CC1)(COC)COC 1-(2-(((2-aminoethyl)-(methyl)amino)methyl)-3-(4,4-bis(methoxymethyl)-cyclohexyl)-6,7-dihydro-pyrazolo[1,5-a]pyrazin-5(4H)-yl)-2-methylpropan-1-one